tri(2-carboxyethyl)phosphine hydrogen chloride Cl.C(=O)(O)CCP(CCC(=O)O)CCC(=O)O